ethylene glycol mono-i-butyl ether C(C(C)C)OCCO